4-[[6-iodo-1-(2,2,2-trifluoroethyl)indol-4-yl]amino]piperidin-3-ol IC1=CC(=C2C=CN(C2=C1)CC(F)(F)F)NC1C(CNCC1)O